The molecule is a long-chain fatty acid ethyl ester resulting from the formal condensation of the carboxy group of (11Z)-docosenoic acid with the hydroxy group of ethanol. It derives from a cetoleic acid. CCCCCCCCCC/C=C\\CCCCCCCCCC(=O)OCC